CS(=O)(=O)N1C=CC=2C(=CC=CC12)O 1-methylsulfonylindol-4-ol